Cl.C(CCCCCCCCCCCC)OC([C@@H](N)[C@H](O)C)=O threonine tridecyl ester hydrochloride